2-(bromomethyl)-3-Chloro-5-fluoropyridine BrCC1=NC=C(C=C1Cl)F